3-fluoro-4-(1,4-dioxa-8-azaspiro[4.5]dec-8-yl)benzoic acid FC=1C=C(C(=O)O)C=CC1N1CCC2(OCCO2)CC1